ClC1=C(C=C2C=C(N=CC2=C1)NC(=O)[C@H]1C[C@]12CC(OCC2)(C)C)N2CCN(CC2)[C@]2(COC[C@H]2O)C (1S,3S)-N-(7-chloro-6-(4-((3S,4S)-4-hydroxy-3-methyltetrahydrofuran-3-yl)piperazin-1-yl)isoquinolin-3-yl)-5,5-dimethyl-6-oxaspiro[2.5]octane-1-carboxamide